NC1=NC=C(C=N1)C(=O)NC1=NC=2C(=C(C=CC2C=2N1CCN2)OCCCN2CCNCC2)OC 2-amino-N-(7-methoxy-8-(3-(piperazin-1-yl)propoxy)-2,3-dihydroimidazo[1,2-c]quinazolin-5-yl)pyrimidine-5-carboxamide